(2-((4-chloro-2-((4-(2-(dimethylamino)-7-azaspiro[3.5]nonan-7-yl)phenyl)amino)pyrimidin-4-yl)amino)phenyl)dimethylphosphine oxide ClC1(NC(=NC=C1)NC1=CC=C(C=C1)N1CCC2(CC(C2)N(C)C)CC1)NC1=C(C=CC=C1)P(C)(C)=O